[N+](=O)([O-])C1=C(C=CC=C1)C=CC1=CC=C(N)C=C1 4-[2-(nitrophenyl)ethenyl]aniline